C1(=CC=CC=C1)/C(=C/C(=O)OCC)/C1(CC1)C(F)(F)F ethyl (2Z)-3-phenyl-3-[1-(trifluoromethyl)cyclopropyl]prop-2-enoate